ClC=1N=CC2=C(N1)C=C(S2)CO (2-Chlorothieno[3,2-D]pyrimidin-6-yl)methanol